CC1=C(OC(C(=O)OCC)(C)C)C(=CC(=C1)CN1C(N(CC1)C1=CC(=CC=C1)C(F)(F)F)=O)C Ethyl 2-(2,6-dimethyl-4-((2-oxo-3-(3-(trifluoromethyl) phenyl) imidazolin-1-yl) methyl) phenoxy)-2-methylpropionate